acryloxytridecyl-methyldiethoxysilane C(C=C)(=O)OCCCCCCCCCCCCC[Si](OCC)(OCC)C